2,3,4,5-tetrafluoro-6-(fluoromethoxy)benzenesulfonamide FC1=C(C(=C(C(=C1F)F)F)OCF)S(=O)(=O)N